[Cl-].OCC[N+]1=CC(=CC=C1OC)C(=O)O N-2-hydroxyethyl-6-methoxy-3-carboxypyridinium chloride